C[C@]12CC[C@H]([C@@H](CCCC(C)C)C)[C@]2(CC[C@@H]2[C@]3(CCCC[C@@H]3CC[C@@H]12)C)C 14-methyl-5alpha-cholestane